D-Glucose 6-Phosphate P(=O)(O)(O)OC[C@H]([C@H]([C@@H]([C@H](C=O)O)O)O)O